(S)-N-(2-((5-trifluoromethylpyridin-2-yl)oxy)propyl)-5-chloro-6-difluoromethylpyrimidin-4-amine FC(C=1C=CC(=NC1)O[C@H](CNC1=NC=NC(=C1Cl)C(F)F)C)(F)F